tert-butyl 5-((4-(4-cyano-6-methylpyrimidin-2-yl)piperazin-1-yl)sulfonyl)indoline-1-carboxylate C(#N)C1=NC(=NC(=C1)C)N1CCN(CC1)S(=O)(=O)C=1C=C2CCN(C2=CC1)C(=O)OC(C)(C)C